C(#N)C=1C(=NC(=CC1C1=CC=C(C=C1)F)C1=NC=CC=C1)OCC(=O)O 2-(3-Cyano-4-(4-fluorophenyl)-6-(pyridin-2-yl)pyridin-2-yloxy)acetic Acid